(S)-4-((2-((5-fluoropyridin-3-yl)oxy)ethyl)(4-(5,6,7,8-tetrahydro-1,8-naphthyridin-2-yl)butyl)amino)-2-((5-methoxypyrazin-2-yl)amino)butanoic acid FC=1C=C(C=NC1)OCCN(CC[C@@H](C(=O)O)NC1=NC=C(N=C1)OC)CCCCC1=NC=2NCCCC2C=C1